tert-Butyl (3-(3-cyclopropyl-5-((2-fluoro-4-iodophenyl)amino)-6,8-dimethyl-2,4,7-trioxo-3,4,6,7-tetrahydropyrido[4,3-d]pyrimidin-1(2H)-yl)phenyl)carbamate C1(CC1)N1C(N(C=2C(C1=O)=C(N(C(C2C)=O)C)NC2=C(C=C(C=C2)I)F)C=2C=C(C=CC2)NC(OC(C)(C)C)=O)=O